C(C)(C)C=1C=NN2C1N=C(N=C2NCC2=CC=C(C=C2)C2=CC(=CC=C2)C(=O)O)NC2CCOCC2 4'-(((8-isopropyl-2-((tetrahydro-2H-pyran-4-yl)amino)pyrazolo[1,5-a][1,3,5]triazin-4-yl)amino)methyl)-[1,1'-biphenyl]-3-carboxylic acid